S1C2=C(C=C1)C(=CC=C2)N2CCN(CC2)CCCCOC2=CC=C1CCC(N(C1=C2)C(=O)N2CCOCC2)=O 7-(4-(4-(benzo[b]thiophen-4-yl)piperazin-1-yl)butoxy)-1-(morpholine-4-carbonyl)-3,4-dihydroquinolin-2(1H)-one